NC1C(COC1)(O)C 4-amino-3-methyltetrahydrofuran-3-ol